C(C1=CC=CC=C1)(=O)O[C@H]1[C@H]2[C@@H](C\C=C/CC(S[C@H]([C@@H]([C@H]1OC(C1=CC=CC=C1)=O)OC(C1=CC=CC=C1)=O)O2)C=O)N[S@](=O)C(C)(C)C (1R,8R,9R,10S,11S,12R,Z)-8-(((R)-tert-butylsulfinyl)amino)-3-formyl-13-oxa-2-thiabicyclo[7.3.1]tridec-5-ene-10,11,12-triyl tribenzoate